Methyl-6-(3,5-difluoroanilino)-N-(2,2-dimethylcyclobutyl)-3-methyl-pyridine-2-carboxamide CC1=C(C(=NC(=C1)NC1=CC(=CC(=C1)F)F)C(=O)NC1C(CC1)(C)C)C